O1C(CCCC1)OCN1N=CC=C1 ((tetrahydro-2H-pyran-2-yl)oxymethyl)-1H-pyrazole